6-(5-(3,5-dichloro-4-fluorophenyl)-5-(trifluoromethyl)-4,5-dihydroisoxazol-3-yl)-6,7-dihydro-5H-pyrrolo[3,4-d]pyrimidine-2-carboxylic acid ClC=1C=C(C=C(C1F)Cl)C1(CC(=NO1)N1CC=2N=C(N=CC2C1)C(=O)O)C(F)(F)F